1-(allyloxy)-3-(1-methylpropynyloxy)-2-propanol difluorophosphite P(F)(F)OC(COCC=C)COC(C#C)C